(S)-2-(5-(2-(methoxymethyl)phenoxy)-2-(3-(3-methylpyridin-2-yloxy)pyrrolidin-1-yl)phenyl)ethanol COCC1=C(OC=2C=CC(=C(C2)CCO)N2C[C@H](CC2)OC2=NC=CC=C2C)C=CC=C1